C(C1=CC=CC=C1)N1C=NC2=CC=C(C=C2C1=O)C=1C=CC2=C(N=C(S2)NC(CCC)=O)C1 N-(5-(3-benzyl-4-oxo-3,4-dihydroquinazolin-6-yl)benzo[d]thiazol-2-yl)butanamide